N-(6-(2,6-difluoro-3-(3-fluoro-5-(trifluoromethyl)phenylsulfonamido)phenyl)quinazolin-2-yl)pivalamide FC1=C(C(=CC=C1NS(=O)(=O)C1=CC(=CC(=C1)C(F)(F)F)F)F)C=1C=C2C=NC(=NC2=CC1)NC(C(C)(C)C)=O